ClC=1C=CC=2N(N1)C(=CN2)C2=CC=1C(=NON1)C=C2 5-(6-Chloroimidazo[1,2-b]pyridazin-3-yl)benzo[c][1,2,5]oxadiazole